1-(6-bromo-1-methyl-indazol-3-yl)hexahydropyrimidine BrC1=CC=C2C(=NN(C2=C1)C)N1CNCCC1